[[(2S,3S,5R)-5-[6-(benzylamino)purin-9-yl]-3,4-dihydroxy-tetrahydrofuran-2-yl]methylsulfonyl-phenylmethyl]phosphonic acid C(C1=CC=CC=C1)NC1=C2N=CN(C2=NC=N1)[C@H]1C([C@@H]([C@H](O1)CS(=O)(=O)C(C1=CC=CC=C1)P(O)(O)=O)O)O